3-fluoro-4-methoxybenzyl bromide FC=1C=C(CBr)C=CC1OC